C(C)C(CC12C(CCCC1)(O2)CC(CCCC)CC)CCCC bis(2-ethylhexyl)-4,5-epoxycyclohexane